ClC1=CC(=NC=C1B1OC(C(O1)(C)C)(C)C)N1CCC(CC1)OC1=NC=CC=C1 4-chloro-2-(4-(pyridin-2-oxy)piperidin-1-yl)-5-(4,4,5,5-tetramethyl-1,3,2-dioxaborolan-2-yl)pyridine